2,2,4-Trimethyl-1,3-heptanediol CC(CO)(C(C(CCC)C)O)C